5-fluoro-N,N-diisopropyl-2-((4-(6-((tetrahydro-2H-pyran-4-yl)methyl)-2,6-diazaspiro[3.4]octan-2-yl)pyrimidin-5-yl)oxy)benzamide FC=1C=CC(=C(C(=O)N(C(C)C)C(C)C)C1)OC=1C(=NC=NC1)N1CC2(C1)CN(CC2)CC2CCOCC2